C(=O)O.N[C@@H]1[C@H](CCCC1)C1=C(C2=NC(=CC(=C2N1C(F)F)NCC=1SC=CC1)Cl)Cl 2-((1s,2s)-2-aminocyclohexyl)-3,5-dichloro-1-(difluoromethyl)-N-(thiophen-2-ylmethyl)-1H-pyrrolo[3,2-b]pyridin-7-amine formate